ClC1=CC=C(C(=N1)C(=O)N)O[C@H](C)C=1C=C(C=C2C(C=C(OC12)C=1C=CC=2N(C1)C=C(N2)C)=O)C 6-Chloro-3-[(1R)-1-[6-methyl-2-(2-methylimidazo[1,2-a]pyridin-6-yl)-4-oxo-chromen-8-yl]ethoxy]pyridine-2-carboxamide